C(CCCCCCCCCCCCCCCCCCCCCCCC)(=O)OCCCCCCCCCCCCCCCCCCCCCCCCCCCC montanyl pentacosanoate